CN(C(CO)C)C 2-(di-methylamino)propanol